5-bromo-2-{[(cis)-3-hydroxy-3-methylcyclobutyl]amino}-3-(trifluoromethyl)benzonitrile BrC=1C=C(C(=C(C#N)C1)NC1CC(C1)(C)O)C(F)(F)F